ClC=1C=C(C=CC1OC(F)(F)F)S(=O)(=O)N[C@H](CN(C)C)C1=CC(=CC=C1)C(F)(F)F (S)-3-chloro-N-(2-(dimethylamino)-1-(3-(trifluoromethyl)phenyl)ethyl)-4-(trifluoromethoxy)benzenesulfonamide